2-(6-bromo-1-oxospiro[3H-isoquinolin-4,1'-cyclobutan]-2-yl)acetic acid methyl ester COC(CN1C(C2=CC=C(C=C2C2(CCC2)C1)Br)=O)=O